NC(C(=O)N)(C(C)C)C 2-amino-2,3-dimethylbutanamide